Cl.COC([C@@H](NS(=O)(=O)C1=CC=C(C)C=C1)CCCNC(N)=N)=O Nα-p-toluenesulfonyl-L-arginine methyl ester hydrochloride